BrC=1C=C(C(=NC1)OC1CC(C1)(F)F)F 5-bromo-2-(3,3-difluorocyclobutoxy)-3-fluoropyridine